4-amino-5-((tert-butyldiphenylsilyl)oxy)-N-methylpentanimidamide NC(CCC(NC)=N)CO[Si](C1=CC=CC=C1)(C1=CC=CC=C1)C(C)(C)C